3-bromo-6-methylpicolinonitrile BrC=1C(=NC(=CC1)C)C#N